lanthanum trioxide aluminum [Al+3].[O-2].[O-2].[O-2].[La+3]